(R)-N-(1-(1-(2,4-bis(trifluoromethyl)phenyl)ethyl)-5-methyl-1H-pyrazol-4-yl)-5-(pyridin-2-yl)isoxazole-3-carboxamide FC(C1=C(C=CC(=C1)C(F)(F)F)[C@@H](C)N1N=CC(=C1C)NC(=O)C1=NOC(=C1)C1=NC=CC=C1)(F)F